C(C1=CC=CC=C1)OC1=C2C=C(N(C2=CC=C1)C1=CC(=C(C=C1)F)C)CCO 2-[4-benzyloxy-1-(4-fluoro-3-methyl-phenyl)indol-2-yl]ethanol